NC(COC)C1=NC(=CC2=C1CN(C2=O)C2=NC(=CC=C2)C=2N1C(=NN2)CCC1C)C1(CC1)C 4-[1-amino-2-methoxyethyl]-6-(1-methylcyclopropyl)-2-{6-[5-methyl-6,7-dihydro-5H-pyrrolo[2,1-c][1,2,4]triazol-3-yl]pyridin-2-yl}-2,3-dihydro-1H-pyrrolo[3,4-c]pyridin-1-one